Bis(1-Octyloxy-2,2,6,6-Tetramethylpiperidin-4-yl) sebacate C(CCCCCCCCC(=O)OC1CC(N(C(C1)(C)C)OCCCCCCCC)(C)C)(=O)OC1CC(N(C(C1)(C)C)OCCCCCCCC)(C)C